FC1=C(C(=CC(=C1)NCCNCCO)F)N1C(N(C=2N=CC(=CC2C=2C(=CC(=CC12)C#N)C)F)C)=O 10-[2,6-difluoro-4-({2-[(2-hydroxyethyl)amino]ethyl}amino)phenyl]-4-fluoro-8,15-dimethyl-9-oxo-6,8,10-triazatricyclo[9.4.0.02,7]pentadeca-1(11),2(7),3,5,12,14-hexaene-13-carbonitrile